[Cl-].[Cl-].[Cl-].O=C[C@H](O)[C@@H](O)[C@@H](O)[C@H](O)CO galactose trichloride